N-[(5-bromo-2-fluoro-phenyl)methyl]-2-methoxy-benzamide BrC=1C=CC(=C(C1)CNC(C1=C(C=CC=C1)OC)=O)F